((3,4-dimethoxyphenyl)(1-methyl-1H-indol-3-yl)methyl)triphenylphosphonium trifluoromethanesulfonate FC(S(=O)(=O)[O-])(F)F.COC=1C=C(C=CC1OC)C(C1=CN(C2=CC=CC=C12)C)[P+](C1=CC=CC=C1)(C1=CC=CC=C1)C1=CC=CC=C1